NCC#CC1=CC=C(N1)C#CCCN 4-(5-(3-aminoprop-1-yn-1-yl)-1H-pyrrol-2-yl)but-3-yn-1-amine